[7-[2-(dimethylamino)-2-oxo-ethyl]-6,8-dihydro-5H-1,7-naphthyridin-3-yl]boronic acid CN(C(CN1CCC=2C=C(C=NC2C1)B(O)O)=O)C